FC=1C(=CC(=C(OC=2C(=NC(=NC2)N)N)C1)C(C)C)OC 5-(5-Fluoro-2-isopropyl-4-methoxy-phenoxy)-pyrimidine-2,4-diamine